FC1=C(C=C(C=C1)OC1=CC=C(C=C1)OC(F)(F)F)NC(=O)C1N(C(CC1)=O)C N-(2-Fluoro-5-(4-(trifluoromethoxy)phenoxy)phenyl)-1-methyl-5-oxo-pyrrolidine-2-carboxamide